ClC=1C=NC(=NC1)NC1CCN(CC1)S(=O)(=O)N1CC(CCC1)C1=CC=C(CN2CCC(CC2)C2=CC=C3C(=NN(C3=C2)C)N2C(NC(CC2)=O)=O)C=C1 1-(6-(1-(4-(1-((4-((5-chloropyrimidin-2-yl)amino)piperidin-1-yl)sulfonyl)piperidin-3-yl)benzyl)piperidin-4-yl)-1-methyl-1H-indazol-3-yl)dihydropyrimidine-2,4(1H,3H)-dione